6-Chloro-N-(1-ethylpiperidin-4-yl)-2-{2-fluoro-4-[4-(2-methoxyethyl)piperazin-1-yl]phenyl}-3H-imidazo[4,5-b]pyridin-7-amine ClC=1C(=C2C(=NC1)NC(=N2)C2=C(C=C(C=C2)N2CCN(CC2)CCOC)F)NC2CCN(CC2)CC